C(C)(C)(C)OC(=O)N1CCN(CC1)C1=CC(=C(C=C1)N)[N+](=O)[O-] 4-(4-Amino-3-nitrophenyl)piperazine-1-carboxylic acid tert-butyl ester